C[Si](OCCOC(C(=C)C)=O)(OCCOC(C(=C)C)=O)C dimethyl-di(methacryloxy-1-ethoxy)silane